C([C@@H]1[C@H]([C@@H]([C@H](C(O1)O)O)[NH3+])O)O The molecule is a primary ammonium ion resulting from the protonation of the amino group of 3-amino-3-deoxy-D-glucopyranose. It is a primary ammonium ion and an organic cation. It is a conjugate acid of a 3-amino-3-deoxy-D-glucopyranose.